1,3,5-trioxepane O1COCOCC1